5-(2,3-difluorophenyl)-2-({6-methylimidazo[1,2-a]pyridin-2-yl}methyl)-1,2-dihydro-2,7-naphthyridin-1-one FC1=C(C=CC=C1F)C1=C2C=CN(C(C2=CN=C1)=O)CC=1N=C2N(C=C(C=C2)C)C1